(R)-N-(4-([1,2,4]triazolo[1,5-a]pyridin-7-yloxy)-2-fluoro-3-methylphenyl)-6-(3-methyl-4-(vinylsulfonyl)piperazin-1-yl)pyrimido[5,4-d]pyrimidin-4-amine N=1C=NN2C1C=C(C=C2)OC2=C(C(=C(C=C2)NC=2C1=C(N=CN2)C=NC(=N1)N1C[C@H](N(CC1)S(=O)(=O)C=C)C)F)C